Br[SiH2]O bromosilanol